C(C)(=O)N1[C@H](CC1)CN1C(=NC2=C1C=C(C=C2)C(=O)O)CC2=C(C=C(C(=C2)F)C2=NC(=CC=C2)OCC2=C(C=C(C=C2)C#N)F)F (R)-1-((1-acetylazetidin-2-yl)methyl)-2-(4-(6-((4-cyano-2-fluorobenzyl)oxy)pyridin-2-yl)-2,5-difluorobenzyl)-1H-benzo[d]imidazole-6-carboxylic acid